N1N=CC=C1NC(=S)NC(OCC)=O ethyl (1H-pyrazol-5-ylcarbamothioyl)carbamate